OC1=CC=C(C=C1)C=1C2=CC=C(N2)C(=C2C=CC(C(=C3C=CC(=C(C=4C=CC1N4)C4=C(C(=C(C(=C4F)F)F)F)F)N3)C3=C(C(=C(C(=C3F)F)F)F)F)=N2)C2=C(C(=C(C(=C2F)F)F)F)F 5-(4-hydroxyphenyl)-10,15,20-tris(pentafluorophenyl)porphyrin